(R)-2-(2-hydroxypropan-2-yl)pyrrolidine OC(C)(C)[C@@H]1NCCC1